C(N)(=O)C1=CC=C(C=C1)NC(=O)C=1C(=NC=C(C1)C(F)(F)F)Cl N-(4-carbamoylphenyl)-2-chloro-5-(trifluoromethyl)pyridine-3-carboxamide